FC1(CC(CC1)C1=NC=CC(=C1NC(=O)C=1C=NC(=NC1)OC(C)C)C1=C(C=CC(=C1)F)F)F N-(2-(3,3-difluorocyclopentyl)-4-(2,5-difluorophenyl)pyridin-3-yl)-2-isopropoxy-pyrimidine-5-carboxamide